1H-benzo[d]imidazol-5-yl pivalate C(C(C)(C)C)(=O)OC1=CC2=C(NC=N2)C=C1